S1C(C=C2C1=CC=C2)C(=O)N CYCLOPENTATHIOPHENECARBOXAMIDE